C(C)OC(C1=C(N=C(C(=C1N(C(=O)OC(C)(C)C)C(=O)OC(C)(C)C)F)Cl)Br)=O 4-(bis(t-Butoxycarbonyl)amino)-2-bromo-6-chloro-5-fluoro-nicotinic acid ethyl ester